C(C)O[Si](CCCN(C([O-])=O)CC(C)O)(OCC)OCC N-(3-Triethoxysilylpropyl)-2-hydroxypropylcarbamat